dimethyl-tin dicarbamate C(N)([O-])=O.C(N)([O-])=O.C[Sn+2]C